((3-(dimethylamino)propyl)azanediyl)bis(tetradecane-1,2-diyl) dihexanoate C(CCCCC)(=O)OC(CN(CC(CCCCCCCCCCCC)OC(CCCCC)=O)CCCN(C)C)CCCCCCCCCCCC